1-(3-(aminomethyl)phenyl)-N-(3-(1,1-difluoroethyl)phenyl)-3-methyl-5-oxo-4,5-dihydro-1H-pyrazole-4-carboxamide NCC=1C=C(C=CC1)N1N=C(C(C1=O)C(=O)NC1=CC(=CC=C1)C(C)(F)F)C